NC1=NC=CC(=C1Cl)SCCC(=O)OCC(CCCC)CC 2-ethylhexyl 3-((2-amino-3-chloropyridin-4-yl)thio)propanoate